C(CC(=O)O)(=O)O.FC=1C=CC(=NC1)[C@@]1(CCOC2(C1)CCOCC2)CCNC2CC1=CC=CC=C1C2 (R)-N-(2-(4-(5-fluoropyridin-2-yl)-1,9-dioxaspiro[5.5]undecan-4-yl)ethyl)-2,3-dihydro-1H-inden-2-amine malonate